Dibenzyl-silane 2-((tert-butoxycarbonyl)(methyl)amino)ethyl-3-((4-oxocyclohexyl)oxy)propanoate C(C)(C)(C)OC(=O)N(CCOC(CCOC1CCC(CC1)=O)=O)C.C(C1=CC=CC=C1)[SiH2]CC1=CC=CC=C1